6-iodobenzo[d]oxazol-7-amine IC1=C(C2=C(N=CO2)C=C1)N